O1C=NC(=C1)COC1=CC=C2C=C(NC2=C1)CNC(=O)N1CCCC1 N-((6-(oxazol-4-ylmethoxy)-1H-indol-2-yl)methyl)pyrrolidine-1-carboxamide